N-(3-(6-(difluoromethoxy)-3,4-dihydro-2H-benzo[b][1,4]oxazin-7-yl)-1H-pyrazol-4-yl)pyrazolo[1,5-a]pyrimidine FC(OC1=CC2=C(OCCN2)C=C1C1=NNC=C1N1CC=C2N1C=CC=N2)F